FC1=C2C(=CN=C1C1CCN(CC1)C(CNC)=O)NC(=C2C(C)C)C=2C=C(C=1N(C2)N=CN1)OC 1-(4-(4-fluoro-3-isopropyl-2-(8-methoxy-[1,2,4]triazolo[1,5-a]pyridin-6-yl)-1H-pyrrolo[2,3-c]pyridin-5-yl)piperidin-1-yl)-2-(methylamino)ethan-1-one